CC(C(=O)C1=CC=C(C=C1)SC)(CN1CCOCC1)N1CCOCC1 2-methyl-1-[4-(methylthio)phenyl]-2-morpholino(morpholino)propan-1-one